BrC1=NC=C(C=C1)OC1CC1 2-Bromo-5-cyclopropyloxypyridine